FC(CN1C(C2=C(CC1)NC(=N2)C2=C(C=CC(=C2)OC=2C(=C1C=CNC1=CC2F)S(=O)(=O)C)F)C=2C(=C(C=CC2)CCC(=O)OCC)F)F ethyl 3-[3-[5-(2,2-difluoroethyl)-2-[2-fluoro-5-[(6-fluoro-4-methylsulfonyl-1H-indol-5-yl)oxy]phenyl]-1,4,6,7-tetrahydroimidazo[4,5-c]pyridin-4-yl]-2-fluoro-phenyl]propanoate